pentaanimine dinitrate [N+](=O)(O)[O-].[N+](=O)(O)[O-].C(CCCC)=N